sodium (R)-5-((S)-1,2-dihydroxyethyl)-4-hydroxy-2-oxo-2,5-dihydrofuran-3-ol O[C@@H](CO)[C@@H]1C(=C(C(O1)=O)O)O.[Na]